FC=1C=C(C=CC1)C1N(OCC1)C(=O)OC(C)(C)C tert-butyl 3-(3-fluorophenyl)-1,2-oxazolidine-2-carboxylate